6-(1-methylpyrazol-4-yl)-4-(3-piperidyl)pyrazolo[1,5-a]pyrazine CN1N=CC(=C1)C=1N=C(C=2N(C1)N=CC2)C2CNCCC2